ethyl 3-[5-chloranyl-2-[2-[2-methyl-4,6-bis(oxidanylidene)-7,8-dihydro-5H-quinazolin-3-yl]ethoxy]phenyl]benzoate ClC=1C=CC(=C(C1)C=1C=C(C(=O)OCC)C=CC1)OCCN1C(=NC=2CCC(CC2C1=O)=O)C